FC1(CC=2C=C(NC2CC1)C(=O)O)F 5,5-difluoro-4,5,6,7-tetrahydro-1H-indole-2-carboxylic acid